N-(2-(dimethylamino)-2-(thiophen-3-yl)ethyl)-4-fluoroisoindoline-2-carboxamide CN(C(CNC(=O)N1CC2=CC=CC(=C2C1)F)C1=CSC=C1)C